C(CCCCCC\C=C/C\C=C/CCCCC)C(O[Si](OCCCCCCN(C(CO)CC1=CC=C(C=C1)O)C)(C)C)OCCCCCCCC\C=C/C\C=C/CCCCC (23Z,26Z)-13-((8Z,11Z)-heptadeca-8,11-dien-1-yl)-2-(4-hydroxybenzyl)-3,11,11-trimethyl-10,12,14-trioxa-3-aza-11-siladotriaconta-23,26-dien-1-ol